C(C)(C)(CC)N=[Ta](N(C)C)(N(C)C)N(C)C tert-pentyliminotris(dimethylamino)tantalum